COC(C1=C(C(=CC(=C1)C1CC1)N(C1CCOCC1)CC)C)=O 5-cyclopropyl-3-(ethyl-(tetrahydro-2H-pyran-4-yl)amino)-2-methylbenzoic acid methyl ester